C(C1=CC=CC=C1)OC=1C2=C(C=3N(C1C(=O)O)N=CN3)C=NN2C2=CC=C(C=C2)Cl 6-(benzyloxy)-7-(4-chlorophenyl)-7H-pyrazolo[4,3-c][1,2,4]triazolo[1,5-a]pyridine-5-carboxylic acid